CN(C1(COC1)CC=1SC2=C(N1)C=C(C=C2)C2=CC[C@@H](CN2C(=O)OC(C)(C)C)C)C (S)-tert-butyl 6-(2-((3-(dimethylamino)Oxetan-3-yl)methyl)benzo[d]thiazol-5-yl)-3-methyl-3,4-dihydropyridine-1(2H)-carboxylate